nicotine-1'-N-oxide C[N+]1(CCC[C@H]1C2=CN=CC=C2)[O-]